ClC1=CC=C(C=C1)C[C@@H](C(=O)N[C@H](C(=O)OC)C[C@H]1C(NCC1)=O)NC(=O)OC(C(F)(F)C1=CC(=CC=C1)Cl)C1=CC=CC=C1 methyl (2S)-2-((2S)-3-(4-chlorophenyl)-2-(((2-(3-chlorophenyl)-2,2-difluoro-1-phenylethoxy) carbonyl) amino)propanamido)-3-((S)-2-oxopyrrolidin-3-yl)propanoate